1-(4-(2-(1H-imidazol-1-yl)ethoxy)-3-methoxyphenyl)-N-methylmethanamine N1(C=NC=C1)CCOC1=C(C=C(C=C1)CNC)OC